rac-N-(((4bS,5R,6S,7S,7aR)-7a-(4-bromophenyl)-4b,5-dihydroxy-4-methoxy-7-phenyl-4b,6,7,7a-tetrahydro-5H-cyclopenta[4,5]furo[2,3-c]pyridin-6-yl)methyl)-2,2,2-trifluoro-N-methylacetamide BrC1=CC=C(C=C1)[C@]12[C@](C3=C(C=NC=C3OC)O1)([C@@H]([C@@H]([C@H]2C2=CC=CC=C2)CN(C(C(F)(F)F)=O)C)O)O |r|